C(C(=C)C)(=O)OCC(C)(NC(=O)NC1=CC=CC=C1)C 2-methyl-2-(3-phenylureido)propyl Methacrylate